C(C)(C)(C)OC(=O)N1C=C(C=2C1=NC=CC2)C2=C1CN(C(C1=C(C=C2)Br)=O)C(=O)OC(C)(C)C 3-(7-bromo-2-(tert-butoxycarbonyl)-1-oxoisoindol-4-yl)-1H-pyrrolo[2,3-b]pyridine-1-carboxylic acid tert-butyl ester